(((1s,3s,6r)-6-(5-fluoropyrimidin-2-yl)bicyclo[4.1.0]hept-3-yloxy)methyl)-5-methylpyrrolidine-1-carboxylic acid isopropyl ester C(C)(C)OC(=O)N1C(CCC1C)CO[C@@H]1C[C@@H]2C[C@@]2(CC1)C1=NC=C(C=N1)F